C[Si](CCOCN1C=CC2=C1N=CN=C2N2CC1(CCCN1C(=O)OC(C)(C)C)CC2)(C)C tert-butyl 7-(7-((2-(trimethylsilyl)ethoxy)methyl)-7H-pyrrolo[2,3-d]pyrimidin-4-yl)-1,7-diazaspiro[4.4]nonane-1-carboxylate